4-methyl-5-(1-propionyl-5-(p-tolyl)-4,5-dihydro-1H-pyrazol-3-yl)thieno[2,3-b]pyridin-6(7H)-one CC=1C2=C(NC(C1C1=NN(C(C1)C1=CC=C(C=C1)C)C(CC)=O)=O)SC=C2